S(N)(OC[C@@H]1[C@H](C[C@@H](C1)NC1=NC=NC=C1C(=O)C=1SC(=C(C1)[C@@H]1NCCC2=CC=C(C=C12)Cl)C)O)(=O)=O ((1R,2S,4R)-4-((5-(4-((R)-7-chloro-1,2,3,4-tetrahydroisoquinolin-1-yl)-5-methylthiophene-2-carbonyl)pyrimidin-4-yl)amino)-2-hydroxycyclopentyl)methyl sulfamate